CC1N(CCNC1)C1=CC(=NC2=CN=CC=C12)C1=CC=NC=C1 4-(2-methylpiperazin-1-yl)-2-(pyridin-4-yl)-1,7-naphthyridine